tantalum silver copper [Cu].[Ag].[Ta]